1-aminoindane hydrochloride Cl.NC1CCC2=CC=CC=C12